2-(((4-chloro-2,3,5,6-tetrafluorophenoxy)methyl)thio)-4,4-dimethyl-4,5-dihydrothiazole ClC1=C(C(=C(OCSC=2SCC(N2)(C)C)C(=C1F)F)F)F